Cl.Cl.N[C@H](C(=O)N1[C@@H]2[C@H](CC1)[C@@](NC2)(C(=O)O)CCCCB(O)O)[C@H](CC)C (3aS,4R,6aR)-1-((2S,3S)-2-amino-3-methylpentanoyl)-4-(4-boronobutyl)octahydropyrrolo[3,4-b]pyrrole-4-carboxylic acid dihydrochloride